C[C@H]1NC[C@@H](NC1)C1=CSC=C1 (2R,5S)-2-methyl-5-(3-thienyl)piperazine